ClC=1C(=C(C(=O)OC[C@H]2OC([C@@H]([C@H]([C@@H]2O)O)O)O)C(=CC1)Cl)OC ((2R,3S,4S,5R)-3,4,5,6-tetrahydroxytetrahydro-2H-pyran-2-yl)methyl 3,6-dichloro-2-methoxybenzoate